4-(2-amino-3-hydroxyphenyl)-3,6-dihydropyridine-1(2H)-carboxylic acid tert-butyl ester C(C)(C)(C)OC(=O)N1CCC(=CC1)C1=C(C(=CC=C1)O)N